2-[7-[[1-(trifluoromethyl)cyclopropyl]methoxy]-2-azaspiro[3.5]nonane-2-carbonyl]-7-oxa-2,5-diazaspiro[3.4]octan-6-one FC(C1(CC1)COC1CCC2(CN(C2)C(=O)N2CC3(C2)NC(OC3)=O)CC1)(F)F